2-chloro-4-[[4-[1-methyl-4-(trifluoromethyl)imidazol-2-yl]phenyl]methoxy]-5,7-dihydrothieno[3,4-d]pyrimidine ClC=1N=C(C2=C(N1)CSC2)OCC2=CC=C(C=C2)C=2N(C=C(N2)C(F)(F)F)C